C(C)(C)(C)N1N=C(C=C1NC=1C=CC2=C(CCN(S2(=O)=O)CC2=CC=C(C=C2)OC)C1)[C@@H]1C[C@@H](CC1)O[Si](C)(C)C(C)(C)C 6-((1-(tert-butyl)-3-((1S,3R)-3-((tert-butyldimethylsilyl)oxy)cyclopentyl)-1H-pyrazol-5-yl)amino)-2-(4-methoxybenzyl)-3,4-dihydro-2H-benzo[e][1,2]thiazine 1,1-dioxide